S([O-])[O-].C=O.[Zn+2] zinc formaldehyde sulfoxylate